BrC=1C=C2C(C(=COC2=CC1)C1=C(C=C(C=N1)C1(CC1)C#N)S(=O)(=O)CC)=O 1-[6-(6-bromo-4-oxo-chromen-3-yl)-5-ethylsulfonyl-3-pyridyl]cyclopropane-carbonitrile